[4-methyl-6-(trifluoromethyl)pyrimidin-2-yl]-4-[4-(trifluoromethyl)piperidine-1-carbonyl]benzonitrile CC1=NC(=NC(=C1)C(F)(F)F)C1=C(C#N)C=CC(=C1)C(=O)N1CCC(CC1)C(F)(F)F